O.S(=O)(=O)([O-])[O-].[Zn+2] zinc sulphate mono-hydrate